BrC1=CC=C(C=C1)C=C(C(=O)NC)C (4-bromophenyl)-N-methyl-methacrylamide